[NH2+]([O-])[O-] azinic acid anion